C/C=C(\C)/C=O trans-2-methyl-2-butenal